1-tertiary butyl-3-methoxybenzene C(C)(C)(C)C1=CC(=CC=C1)OC